FC(C1=NN=C2N1CC(CC2)C(=O)NC(C(=O)O)CCOC2CC(C2)CCC2=NC=1NCCCC1C=C2)F 2-[[3-(difluoromethyl)-5,6,7,8-tetrahydro-[1,2,4]triazolo[4,3-a]pyridine-6-carbonyl]amino]-4-[3-[2-(5,6,7,8-tetrahydro-1,8-naphthyridin-2-yl)ethyl]cyclobutoxy]butanoic acid